Cl.Cl.Cl.NC1=C(C(=C(C(=C1S)N)S)N)S 1,3,5-triamino-2,4,6-benzenetrithiol trihydrochloride